3-(2-(6-azaspiro[2.5]octan-6-yl)nicotinamido)benzenesulfonyl chloride C1CC12CCN(CC2)C2=C(C(=O)NC=1C=C(C=CC1)S(=O)(=O)Cl)C=CC=N2